8-((4,6-difluoroindolin-1-yl)methyl)-N-ethyl-2-morpholino-4-oxo-4H-chromene-6-carboxamide FC1=C2CCN(C2=CC(=C1)F)CC=1C=C(C=C2C(C=C(OC12)N1CCOCC1)=O)C(=O)NCC